ClC1=CC=C2C3(C(NC2=C1)=O)CC3 6'-CHLOROSPIRO[CYCLOPROPANE-1,3'-INDOLINE]-2'-ONE